FC(CCC=O)F 4,4-difluorobutanal